FC=1C(=C(C=CC1F)[C@@H]1[C@@H](O[C@]([C@H]1C)(C(F)(F)F)C)C(=O)NC1=C(C(=NC=C1)C(=O)N)F)OC 4-[[(2R,3R,4S,5R)-3-(3,4-Difluoro-2-methoxy-phenyl)-4,5-dimethyl-5-(trifluoromethyl)tetrahydrofuran-2-carbonyl]amino]-3-fluoro-pyridin-2-carboxamid